ClC=1C=C(C(=O)OCC)C=C(C1)NC(=O)C=1SC(=CC1S(N(C)C1=CC(=C(C=C1)OC)OC)(=O)=O)Cl Ethyl 3-chloro-5-(5-chloro-3-(N-(3,4-dimethoxyphenyl)-N-methylsulfamoyl)thiophene-2-carboxamido)benzoate